C(C1=CC=CC=C1)OCC(=O)N(C)C=1SC(=C(N1)C)CC1=CC(=CC=C1)Cl 2-(benzyloxy)-N-(5-(3-chlorobenzyl)-4-methylthiazol-2-yl)-N-methylacetamide